(2-Chlorotrityl) (R)-4-(((1R*,2S*)-2-aminocyclopropyl)(methyl) amino)-3-benzyl-4-oxobutanoate N[C@@H]1[C@@H](C1)N(C([C@@H](CC(=O)OC(C1=C(C=CC=C1)Cl)(C1=CC=CC=C1)C1=CC=CC=C1)CC1=CC=CC=C1)=O)C |o1:1,2|